ClC=1C=C(C=CC1Cl)C(C(=O)C1=C2C(=C(N(C2=CC=C1OC(C)C)C1=CC=C(C=C1)OC(C)C)C1=CC(=C(C=C1)Cl)Cl)O)=O 1-(3,4-dichlorophenyl)-2-(2-(3,4-dichlorophenyl)-3-hydroxy-5-isopropoxy-1-(4-isopropoxyphenyl)-1H-indol-4-yl)ethane-1,2-dione